BrC1=C2CN(CC2=CC=C1C)C(=O)OC(C)(C)C tert-Butyl 4-bromo-5-methylisoindoline-2-carboxylate